2-(quinoline-4-carboxamido)acetate N1=CC=C(C2=CC=CC=C12)C(=O)NCC(=O)[O-]